ethyl 6-(4-chlorobenzyl)-2-methyl-5-oxo-5,6-dihydro-1,6-naphthyridine-3-carboxylate ClC1=CC=C(CN2C(C=3C=C(C(=NC3C=C2)C)C(=O)OCC)=O)C=C1